O1CCC(CC1)COC=1C2=C(N=C(N1)N1CCOCC1)N(CC2)C=2C=NC=CC2 4-{4-[(oxan-4-yl)methoxy]-7-(pyridin-3-yl)-5H,6H,7H-pyrrolo[2,3-d]pyrimidin-2-yl}morpholine